(S)-3-(2-(3-(aminomethyl)piperidin-1-yl)ethyl)-4-ethoxybenzonitrile hydrochloride Cl.NC[C@H]1CN(CCC1)CCC=1C=C(C#N)C=CC1OCC